Lithium Cyclopentadienid [CH-]1C=CC=C1.[Li+]